FC(S(=O)(=O)OC1=NC2=CC(=CC=C2C=C1C(F)(F)F)Br)(F)F 7-bromo-3-(trifluoromethyl)quinolin-2-yl trifluoromethanesulfonate